L-(+)-2,3-dihydroxypropionic acid OC(C(=O)O)CO